C(C)(=O)C=1C(OC2=C(C1N1CCOCC1)C=CC(=C2)NC2=NC=C(C(=N2)C2=C(C=C(C=C2)F)OC)C)=O 3-acetyl-7-{[5-methyl-4-(4-fluoro-2-methoxyphenyl)pyrimidin-2-yl]amino}-4-morpholinyl-2H-benzopyran-2-one